C1(CC1)[C@H](C)N1C(C=2C(=NC(=CC2C1)C1=C(N=C(S1)NC(C)=O)C)C)=O (S)-N-(5-(2-(1-cyclopropylethyl)-4-methyl-3-oxo-2,3-dihydro-1H-pyrrolo[3,4-c]pyridin-6-yl)-4-methylthiazol-2-yl)acetamide